CN1N=C(N=N1)C=1C=C(C=CC1)N1C2=C(NC(CC1=O)=O)C=1CCCCC1C=C2 5-[3-(2-Methyl-2H-tetrazol-5-yl)phenyl]-1,5,8,9,10,11-hexahydronaphtho[1,2-b][1,4]diazepine-2,4-dione